FC1=CC=C(C=C1)[SiH](C)C 4-Fluorophenyl-dimethylsilane